NC=1N=C(SC1C(=O)C1=CC=CC=C1)NC1=CC2=C(OC(O2)(F)F)C=C1 {4-amino-2-[(2,2-difluoro-1,3-benzodioxol-5-yl)amino]-1,3-thiazol-5-yl}(phenyl)methanone